Arsenic Phosphorus methyl (R)-4-(3-(4-amino-(4-phenoxyphenyl)-1H-pyrazolo[3,4-d]pyrimidin-1-yl)piperidin-1-carbonyl)benzoate NC1=C2C(=NC=N1)N(N=C2C2=CC=C(C=C2)OC2=CC=CC=C2)[C@H]2CN(CCC2)C(=O)C2=CC=C(C(=O)OC)C=C2.[P].[As]